CN1C(N(C2=C1C=CC(=C2)C#CC2=C1C=C(N=CC1=C(N=C2)NC)NC(=O)C2CC2)C)=O N-(5-((1,3-dimethyl-2-oxo-2,3-dihydro-1H-benzo[d]imidazol-5-yl)ethynyl)-8-(methylamino)-2,7-naphthyridin-3-yl)cyclopropanecarboxamide